N1(N=NC=C1)C=1C=C(C=CC1)N1N=C(C=C1C1=CC(=C(C#N)C=C1)F)NC[C@@H]1C[C@H](CCC1)N 4-(1-(3-(1H-1,2,3-triazol-1-yl)phenyl)-3-((((1S,3S)-3-aminocyclohexyl)methyl)amino)-1H-pyrazol-5-yl)-2-fluorobenzonitrile